(1R,2R)-2-fluoro-N-(3-(6-((S)-1-hydroxybutyl)-4-methylpyridin-3-yl)-2-methyl-1,6-naphthyridin-7-yl)cyclopropane-1-carboxamide F[C@H]1[C@H](C1)C(=O)NC1=NC=C2C=C(C(=NC2=C1)C)C=1C=NC(=CC1C)[C@H](CCC)O